O=C(C=C(C)OC([C@@H](NC([C@@H](NC(=O)OCC1=CC=CC=2C3=CC=CC=C3CC12)C)=O)CC1=CC=CC=C1)=O)C1=CC=CC=C1 (E)-fluorenylmethoxycarbonyl-L-alanyl-L-phenylalanine-4-oxo-4-phenyl-2-buten-2-yl ester